undecane-2,10-diol CC(CCCCCCCC(C)O)O